FC1=CC=C(CC=2C=3N(C4=C(C2)NCC4(C)C)N=C(N3)C(=O)O)C=C1 4-(4-fluorobenzyl)-8,8-dimethyl-7,8-dihydro-6H-pyrrolo[2,3-e][1,2,4]triazolo[1,5-a]pyridine-2-carboxylic acid